N1=CC=C(C=C1)C1(CCC1)NC(=O)C=1C=2C[C@@H]3[C@H](C2N(N1)C1=NC=C(C=C1)Cl)C3 (1aR,5aR)-2-(5-Chloro-pyridin-2-yl)-1a,2,5,5a-tetrahydro-1H-2,3-diaza-cyclopropa[a]pentalene-4-carboxylic acid (1-pyridin-4-yl-cyclobutyl)-amide